(E)-3-[4-(6-hydroxyhexyloxy)-1-naphthyl]prop-2-enoic acid ethyl ester C(C)OC(\C=C\C1=CC=C(C2=CC=CC=C12)OCCCCCCO)=O